C(CC)(=O)N1CCOCC1 4-propionyl-morpholine